C(CC)C1=CC=C(C=C1)C(=O)C1=C(C(=C(C=C1)OC)OC)OC (4-propylphenyl)(2,3,4-trimethoxyphenyl)methanone